C1CC=C2C1=C1C=CC(C=C1C=C2)=O cyclopenta[f]naphthalen-7(1H)-one